N[C@H](C(=S)O)CCC (2S)-2-amino-4-methylthiobutyric acid